3-oxo-butyric acid [2-hydroxy-1-(hydroxymethyl) ethyl] ester OCC(CO)OC(CC(C)=O)=O